2-Methyl-5-(1-methyl-4-piperidyl)benzoic Acid CC1=C(C(=O)O)C=C(C=C1)C1CCN(CC1)C